ClC(CC(F)(F)F)(Cl)Cl 3,3,3-trichloro-1,1,1-trifluoropropane